C1(CC1)N1C(N(C2=C(C1=O)C(=C(C(N2C)=O)C)OS(=O)(=O)C2=CC=C(C=C2)C)C2=C(C=C(C=C2)I)F)=O.C(CCCC)N(C=O)CCCCC N,N-diamyl-formamide [3-Cyclopropyl-1-(2-fluoro-4-iodo-phenyl)-6,8-dimethyl-2,4,7-trioxo-pyrido[2,3-d]pyrimidin-5-yl]4-methylbenzenesulfonate